CC1C(CCC1)NC1=NC(=NC=C1C(C)=O)SC 1-(4-((2-methylcyclopentyl)amino)-2-(methylthio)pyrimidin-5-yl)ethan-1-one